FC(C(=O)O)(F)F.FC1=CC=C(C(=O)NC)C=C1 4-fluoro-N-methylbenzamide trifluoroacetate salt